N-((1s,3s)-3-(6-((1-(2-(1-(2-(2,6-dioxopiperidin-3-yl)-1,3-dioxoisoindolin-4-yl)piperidin-4-yl)acetyl)piperidin-4-yl)amino)-9H-purin-9-yl)cyclobutyl)-6-methylpicolinamide O=C1NC(CC[C@@H]1N1C(C2=CC=CC(=C2C1=O)N1CCC(CC1)CC(=O)N1CCC(CC1)NC1=C2N=CN(C2=NC=N1)C1CC(C1)NC(C1=NC(=CC=C1)C)=O)=O)=O